7-((R)-2,2-difluorocyclopropane-1-carboxamido)-3-(6-((R)-1-hydroxypropyl)-4-methylpyridin-3-yl)-N,N-dimethyl-1,6-naphthyridine-2-carboxamide FC1([C@H](C1)C(=O)NC1=NC=C2C=C(C(=NC2=C1)C(=O)N(C)C)C=1C=NC(=CC1C)[C@@H](CC)O)F